C(C)(=O)NC1=CC(=C2C3=C(C=C(N=C13)C(=O)N)C=N2)N 6-Acetamido-8-aminopyrrolo[4,3,2-de]quinoline-4-carboxamide